[N+](=O)(OCC(C(=O)NCC(=O)NC1=C2C(N(C(C2=CC=C1)=O)[C@H](CS(=O)(=O)C)C1=CC(=C(C=C1)OC)OCC)=O)(C)C)[O-] (S)-3-((2-((2-(1-(3-ethoxy-4-methoxyphenyl)-2-(methylsulfonyl) ethyl)-1,3-dioxoisoindolin-4-yl) amino)-2-oxoethyl) amino)-2,2-dimethyl-3-oxopropyl nitrate